tert-butyl (R)-3-(4-(pyrimidin-2-yl)-3,4-dihydro-2H-benzo[b][1,4]oxazine-7-carboxamido)pyrrolidine-1-carboxylate N1=C(N=CC=C1)N1C2=C(OCC1)C=C(C=C2)C(=O)N[C@H]2CN(CC2)C(=O)OC(C)(C)C